2-(2-ethoxy-3-pyridyl)-5-isopropyl-N-[(2-methoxy-4-pyridyl)methyl]-7-methyl-imidazo[1,5-b]pyridazin-4-amine C(C)OC1=NC=CC=C1C=1C=C(C=2N(N1)C(=NC2C(C)C)C)NCC2=CC(=NC=C2)OC